4-(difluoromethyl)-6-fluoro-N-(8-fluoro-6-oxo-1,2,3,4,5,6-hexahydrophenanthridin-1-yl)-N-methyl-1H-indole-2-carboxamide FC(C1=C2C=C(NC2=CC(=C1)F)C(=O)N(C)C1CCCC=2NC(C3=CC(=CC=C3C12)F)=O)F